methyl 3-(1,4-dimethyl-1H-benzo[d][1,2,3]triazol-5-yl)-3-(3-(((R)-2-ethyl-2,3-dihydro-[1,4]oxazepino[7,6-g]quinolin-4(5H)-yl)methyl)-4-methoxyphenyl)-2,2-dimethylpropanoate CN1N=NC2=C1C=CC(=C2C)C(C(C(=O)OC)(C)C)C2=CC(=C(C=C2)OC)CN2C[C@H](OC1=CC=3C=CC=NC3C=C1C2)CC